7-(4-(benzo[d]thiazol-2-yl)-2-fluorophenoxy)-N-hydroxyheptanamide S1C(=NC2=C1C=CC=C2)C2=CC(=C(OCCCCCCC(=O)NO)C=C2)F